C1=CC=CC=2C3=CC=CC=C3C(C12)N([C@@](C(=O)O)(CC=C)C)C(=O)OC (2R)-2-(9H-fluoren-9-yl-methoxycarbonylamino)-2-methylpent-4-enoic acid